FC1=C(C(=C2C=CNC2=C1F)SC)OC=1C=CC(=C(C1)C=1NC=C(N1)C1(C(COC2=C(C=CC=C12)CCC(=O)O)F)C)F 3-[4-[2-[5-[(6,7-difluoro-4-methylsulfanyl-1H-indol-5-yl)oxy]-2-fluoro-phenyl]-1H-imidazol-4-yl]-3-fluoro-4-methyl-chroman-8-yl]propanoic acid